C(C)C1=C(C=CC(=C1)C1=NOC(=N1)C(F)(F)F)C(=O)C1=CC(=NO1)C ethyl-(3-methylisoxazol-5-yl)-[4-[5-(trifluoromethyl)-1,2,4-oxadiazol-3-yl]phenyl]methanone